ClC=1C=CC=C2CC[C@@H](C12)O (1S,2R)-7-chloro-1-hydroxy-2,3-dihydro-1H-inden